C(C)OC(=O)C1=C(N=NN1)C1=CC=2CC3=CC(=CC=C3C2C=C1)C=1N=NNC1.CCC(C(CC)=O)=O methyl-pentanedione Ethyl-4-(7-(1H-1,2,3-triazol-4-yl)-9H-fluoren-2-yl)-1H-1,2,3-triazole-5-carboxylate